(2E)-3-(ETHYLCARBAMOYL)PROP-2-ENOIC ACID C(C)NC(=O)/C=C/C(=O)O